1-((5-methylpiperidin-3-yl)imino)tetrahydro-1H-1λ6-thiophene 1-oxide CC1CC(CNC1)N=S1(CCCC1)=O